(S)-N-(6-methyl-5-((4-(2-(piperidin-3-ylamino)pyrimidin-4-yl)pyridazin-3-yl)oxy)naphthalen-1-yl)cyclopropanecarboxamide CC=1C(=C2C=CC=C(C2=CC1)NC(=O)C1CC1)OC=1N=NC=CC1C1=NC(=NC=C1)N[C@@H]1CNCCC1